6-Chloro-3-(((R)-1-(6-((S)-4-(3-cyanobenzyl)-2-oxooxazolidin-3-yl)-4-methylpyridin-2-yl)ethyl)amino)picolinic acid ClC1=CC=C(C(=N1)C(=O)O)N[C@H](C)C1=NC(=CC(=C1)C)N1C(OC[C@@H]1CC1=CC(=CC=C1)C#N)=O